COCCN1N=CC2=C(C=CC=C12)CN1CCC2(CC1)COC1=C3CN(C(C3=CC=C12)=O)C1C(NC(CC1)=O)=O 3-(1'-((1-(2-methoxyethyl)-1H-indazol-4-yl)methyl)-6-oxo-6,8-dihydro-2H,7H-spiro[furo[2,3-e]isoindole-3,4'-piperidin]-7-yl)piperidine-2,6-dione